NC=1C(=C(C=C2C=C(N=CC12)NC(OC1CC(C1)C(N(C)C)=O)=O)C1=C(C2=C(OCCN2)N=C1)C)F (1r,3r)-3-(Dimethylcarbamoyl)cyclobutyl (8-amino-7-fluoro-6-(8-methyl-2,3-dihydro-1H-pyrido[2,3-b][1,4]oxazin-7-yl)isoquinolin-3-yl)carbamate